CC1=CC(=NC(=N1)CCS(=O)(=O)C)N1CC2(C=3C=NC(=CC31)NC(C)=O)CC2 N-(1'-(6-methyl-2-(2-(methylsulfonyl)ethyl)pyrimidin-4-yl)-1',2'-dihydrospiro[cyclopropane-1,3'-pyrrolo[3,2-c]pyridin]-6'-yl)acetamide